FC12CCC(CC1)(CC2)NC(C)=O N-(4-fluorobicyclo[2.2.2]octan-1-yl)acetamide